5-[4-(1-Ethyl-1H-pyrazol-4-yl)-1H-pyrrolo[2,3-c]pyridin-7-yl]-N-methyl-N-[(2R,4S)-2-methylpiperidin-4-yl][1,3]thiazolo[5,4-d][1,3]thiazol-2-amin C(C)N1N=CC(=C1)C1=C2C(=C(N=C1)C=1SC3=C(N1)SC(=N3)N([C@@H]3C[C@H](NCC3)C)C)NC=C2